NCC1(CC(CC(C1)(C)C)N)C 3-(aminomethyl)-3,5,5-trimethyl-cyclohexanamine